2-[(3S)-3-[[(2S)-1-ethoxy-1-oxo-4-phenylbutan-2-yl]amino]-2-oxo-4,5-dihydro-3H-1-benzazepin-1-yl]acetic acid C(C)OC([C@H](CCC1=CC=CC=C1)N[C@@H]1C(N(C2=C(CC1)C=CC=C2)CC(=O)O)=O)=O